C(C)C=1C(=C2C=C(N=CC2=C(N1)NC)NC(=O)C1CC1)I N-(6-ethyl-5-iodo-8-(methylamino)-2,7-naphthyridin-3-yl)cyclopropanecarboxamide